3,3-dimethyldihydro-2H-pyran-2,6(3H)-dione CC1(C(OC(CC1)=O)=O)C